FC1CN(CCC1C1=CC2=C(N=C(S2)C2=CC3=CN(N=C3C(=C2)F)C)S1)C(=O)OC(C)(C)C tert-butyl 3-fluoro-4-[2-(7-fluoro-2-methylindazol-5-yl) thieno[2,3-d][1,3]thiazol-5-yl]piperidine-1-carboxylate